4-methyl-1,4-dihydro-2H-pyrimido[4,5-d][1,3]oxazine CC1C2=C(NCO1)N=CN=C2